[Cr].[Fe].[Ni] Nickel-Iron-Chromium